tetradecyl 3-((4-(decylamino)-4-iminobutyl)thio)propanoate C(CCCCCCCCC)NC(CCCSCCC(=O)OCCCCCCCCCCCCCC)=N